Dimethylmaleic anhydride C/C/1=C(/C(=O)OC1=O)\C